(E)-methyl 2-((3,5-bis(trifluoromethyl) benzylidene) amino)-2-vinylvalerate FC(C=1C=C(\C=N\C(C(=O)OC)(CCC)C=C)C=C(C1)C(F)(F)F)(F)F